1-tetradecyl-3-methylimidazole acetate C(C)(=O)O.C(CCCCCCCCCCCCC)N1CN(C=C1)C